(S)-4-Amino-N-(1-cyano-2-(2-(3-cyanophenyl)-1-oxoisoquinolin-5-yl)ethyl)tetrahydro-2H-pyridine NC1CCN(CC1)[C@@H](CC1=C2C=CN(C(C2=CC=C1)=O)C1=CC(=CC=C1)C#N)C#N